O(C1=CC=CC=C1)C1=CC=C(C=C1)SS (4-phenoxyphenyl)disulfane